2-(2,6-dioxopiperidin-3-yl)-4-iodoisoindole-1,3-dione O=C1NC(CCC1N1C(C2=CC=CC(=C2C1=O)I)=O)=O